FC1=CC=C2NC(C(N(C2=C1)C1=CC=C(C=C1)F)=O)=O 7-Fluoro-1-(4-fluorophenyl)quinoxaline-2,3(1H,4H)-dione